CN1N=CC(=C1)C1=CC=2C(=NC=C(C2)C(=O)NC=2C(=NC=C(C2)NC(C[C@H]2N(CCC2)C)=O)C)N1 (S)-2-(1-methyl-1H-pyrazol-4-yl)-N-(2-methyl-5-(2-(1-methylpyrrolidin-2-yl)acetamido)pyridin-3-yl)-1H-pyrrolo[2,3-b]pyridine-5-carboxamide